C(CCCCC)(=O)N[C@@H](CC(N)=O)C(=O)O N-hexanoyl-Asparagine